ClC1=CC(=C2C=NNC2=C1)C1(C[C@H]2C([C@H]2C1)NC(C1=CC(=C(C=C1)F)OC(F)(F)F)=O)O N-((1R,3r,5S,6r)-3-(6-chloro-1H-indazol-4-yl)-3-hydroxybicyclo[3.1.0]hexan-6-yl)-4-fluoro-3-(trifluoromethoxy)benzamide